methyl 1-(1-(6-(2-hydroxyphenyl)pyridazin-4-yl)-4-phenylpiperidine-4-carbonyl)-4-methylpiperidine-4-carboxylate OC1=C(C=CC=C1)C1=CC(=CN=N1)N1CCC(CC1)(C(=O)N1CCC(CC1)(C(=O)OC)C)C1=CC=CC=C1